ClC1=CC(=C(CN(C(=O)C2=C(N=C(S2)C2=C(C(=C(C(=C2)F)F)O)F)C)C(C)C)C=C1)C N-(4-chloro-2-methylbenzyl)-N-isopropyl-4-methyl-2-(2,4,5-trifluoro-3-hydroxyphenyl)thiazole-5-carboxamide